N-(5-(3-chlorocinnolin-6-yl)thiazol-2-yl)-3-fluorotetrahydrofuran-3-carboxamide ClC=1N=NC2=CC=C(C=C2C1)C1=CN=C(S1)NC(=O)C1(COCC1)F